Cl.C(N)(=N)C(C(=O)OC)(C)C Methyl 2-carbamimidoyl-2,2-dimethylacetate HCl Salt